NC=1C=C(C=C2C=C(N=NC12)NC(=O)[C@H]1[C@@H](C1)C#N)C=1C=NC=C(C1C)N (1R,2R)-N-(8-Amino-6-(5-amino-4-methylpyridin-3-yl)cinnolin-3-yl)-2-cyanocyclopropane-1-carboxamide